Tert-butyl (5-((3-amino-5-methylpyridin-2-yl)oxy)pyrazin-2-yl)carbamate NC=1C(=NC=C(C1)C)OC=1N=CC(=NC1)NC(OC(C)(C)C)=O